(S)-5-(2,5-difluorophenyl)pyrrolidine tert-butyl-(2R,5S)-2,5-dimethylpiperazine-1-carboxylate C(C)(C)(C)OC(=O)N1[C@@H](CN[C@H](C1)C)C.FC1=C(C=C(C=C1)F)[C@@H]1CCCN1